C(C)S(=O)(CC)=NC=1C=NC(=NC1)N1N=CN=C1[C@H](C)NC(C1=CC(=CC(=C1)C(F)(F)F)C(F)(F)F)=O (S)-N-(1-(1-(5-((diethyl(oxo)-λ6-sulfaneylidene)amino)pyrimidin-2-yl)-1H-1,2,4-triazol-5-yl)ethyl)-3,5-bis(trifluoromethyl)benzamide